1-amino-4-{[(4-methoxyphenyl)methyl]amino}bicyclo[2.2.2]octan-2-one NC12C(CC(CC1)(CC2)NCC2=CC=C(C=C2)OC)=O